[(3S,4R)-3-(4-chlorophenyl)-4-fluoro-pyrrolidin-1-yl]-(3-pyridazin-4-yl-1H-pyrazol-5-yl)methanone ClC1=CC=C(C=C1)[C@H]1CN(C[C@@H]1F)C(=O)C1=CC(=NN1)C1=CN=NC=C1